ClC1=NC(=NC2=C1N(C=1C=CC(=CC21)CN2CC1CCC(C2)N1)CC(F)(F)F)C chloro-8-(3,8-diazabicyclo[3.2.1]octan-3-ylmethyl)-2-methyl-5-(2,2,2-trifluoroethyl)pyrimido[5,4-b]indole